C1(CCCCC1)C[C@H](C(=O)O)C (R)-3-cyclohexyl-2-methylpropanoic acid